(S)-N-(4-((4-(4-(trifluoromethyl)piperidin-1-yl)phenyl)amino)benzyl)pyrrolidine-2-carboxamide FC(C1CCN(CC1)C1=CC=C(C=C1)NC1=CC=C(CNC(=O)[C@H]2NCCC2)C=C1)(F)F